(3-(4-(2,5-Dimethylthiazol-4-yl)benzyl)-1,2,3-oxadiazol-3-ium-5-yl)((2-(trifluoromethyl)pyridin-4-yl)carbamoyl)amide CC=1SC(=C(N1)C1=CC=C(C[N+]2=NOC(=C2)[N-]C(NC2=CC(=NC=C2)C(F)(F)F)=O)C=C1)C